C(C1=CC=C(NCC2=CN=C3N=C(N)NC(=O)C3=N2)C=C1)(=O)N[C@@H](CS)C(=O)O pteroyl-cysteine